(2R,3S,4R,5R)-5-(4-aminopyrrolo[2,1-f][1,2,4]triazin-7-yl)-5-cyano-3,4-dihydroxytetrahydrofuran-2-isobutyric acid methyl ester COC(C(C)C[C@H]1O[C@@]([C@@H]([C@@H]1O)O)(C#N)C1=CC=C2C(=NC=NN21)N)=O